6'-Ethoxy-N4-{[1-(methoxymethyl)cyclopentyl]methyl}-N4-methyl-5'-(trifluoromethyl)[2,3'-bipyridine]-4,5,6-triamine C(C)OC1=C(C=C(C=N1)C1=NC(=C(C(=C1)N(C)CC1(CCCC1)COC)N)N)C(F)(F)F